C(C)C(C(=O)[O-])CCCC.[Mo+4].C(C)C(C(=O)[O-])CCCC.C(C)C(C(=O)[O-])CCCC.C(C)C(C(=O)[O-])CCCC molybdenum (IV) 2-ethylhexanoate